(3-methyl-1H-indol-5-yl)(piperidin-1-yl)methanone CC1=CNC2=CC=C(C=C12)C(=O)N1CCCCC1